2-(((1s,3s)-3-(Aminomethyl)cyclobutyl)amino)-8-(isopropylamino)pyrido[3,4-d]pyrimidine NCC1CC(C1)NC=1N=CC2=C(N1)C(=NC=C2)NC(C)C